1-phenyl-2-bromopropane C1(=CC=CC=C1)CC(C)Br